(E)-4-(2-Chloro-4-fluorophenyl)but-3-enoic acid ClC1=C(C=CC(=C1)F)/C=C/CC(=O)O